ethyl 6-chloro-7-tert-butyl-8-methyl-2-trifluoromethyl-2H-benzopyran-3-carboxylate ClC=1C(=C(C2=C(C=C(C(O2)C(F)(F)F)C(=O)OCC)C1)C)C(C)(C)C